C(C1=CC=CC=C1)OC1=CC(=NC=C1)NC(OC(C)(C)C)=O tert-butyl N-[4-(benzyloxy)pyridin-2-yl]carbamate